C(C)(C)(C)OC(=O)N1CCN(CC1)CC(=O)NC1=CC2=C(OCO2)C=C1OC 4-(2-((6-methoxybenzo[d][1,3]dioxol-5-yl)amino)-2-oxoethyl)piperazine-1-carboxylic acid tert-butyl ester